CO[Si](CCC1(CCCCC1)O)(OC)OC (2-trimethoxysilylethyl)cyclohexan-1-ol